C(C1=CC=CC=C1)(=O)C=1N2CCCC2=CC1 (1RS)-5-benzoyl-2,3-dihydro-1H-pyrrolizine